4-(2-(trimethoxysilyl)ethyl)cyclohexane-1-ol CO[Si](CCC1CCC(CC1)O)(OC)OC